(R)-2'-chloro-5'-methoxy-6-methyl-N-(5-(tetrahydro-2H-pyran-3-carbonyl)-5,6-dihydro-4H-pyrrolo[3,4-d]thiazol-2-yl)-[4,4'-bipyridine]-3-carboxamide ClC1=NC=C(C(=C1)C1=C(C=NC(=C1)C)C(=O)NC=1SC2=C(N1)CN(C2)C(=O)[C@H]2COCCC2)OC